C[C@H]1C(=C(CN1C(=O)OC(C)(C)C)C(=O)OC)OS(=O)(=O)C(F)(F)F 1-(tert-butyl) 3-methyl (S)-5-methyl-4-(((trifluoromethyl)sulfonyl)oxy)-2,5-dihydro-1H-pyrrole-1,3-dicarboxylate